BrC1=C(C=CC2=C1SC(=C2)C(=O)OCC)F ethyl 7-bromo-6-fluorobenzo[b]thiophene-2-carboxylate